FC=1C(=CC=C2C(COCC12)NC)C(F)(F)F 8-fluoro-N-methyl-7-(trifluoromethyl)isochroman-4-amine